Cl.N[C@H](C(=O)NC1CC2(CC(C2)OC2=C(C(=O)N)C=CC=N2)C1)CC1=CC=CC=C1 (((R)-6-((S)-2-amino-3-phenylpropanamido)spiro[3.3]heptan-2-yl)oxy)nicotinamide hydrochloride